N-(5-(2,2-dimethyl-2,3-dihydro-[1,4]dioxino[2,3-b]pyridin-6-yl)-4-((4-(3-hydroxy-3-methylpyrrolidin-1-yl)-6-(methyl-sulfonyl)pyridin-2-yl)amino)pyridin-2-yl)acetamide CC1(OC=2C(=NC(=CC2)C=2C(=CC(=NC2)NC(C)=O)NC2=NC(=CC(=C2)N2CC(CC2)(C)O)S(=O)(=O)C)OC1)C